1-((((1S,2S)-2-((2-(2,6-dioxopiperidin-3-yl)-1-oxoisoindolin-5-yl)oxy)cyclohexyl)amino)methyl)cyclobutane-1-carbonitrile O=C1NC(CCC1N1C(C2=CC=C(C=C2C1)O[C@@H]1[C@H](CCCC1)NCC1(CCC1)C#N)=O)=O